IC1=CN(C2=NC=CC=C21)C(=O)OC(C)(C)C tert-butyl 3-iodo-1H-pyrrolo[2,3-b]pyridine-1-carboxylate